ClC=1C(=C(C=CC1F)N(C(=O)[C@H]1N(C(N(C1)CC(=O)OC)=O)C1=NC(=CC(=C1)C(F)(F)F)C)C)F (S)-methyl 2-(4-((3-chloro-2,4-difluorophenyl)(methyl)carbamoyl)-3-(6-methyl-4-(trifluoromethyl)pyridin-2-yl)-2-oxoimidazolidin-1-yl)acetate